3-[6-(4-pyridyl)imidazo[1,2-b]pyridazin-3-yl]phenol N1=CC=C(C=C1)C=1C=CC=2N(N1)C(=CN2)C=2C=C(C=CC2)O